3-((4-((4-(3-(5-(tert-Butyl)-2-methoxy-3-(methylsulfonamido)phenyl)ureido)naphthalen-1-yl)oxy)pyridin-2-yl)amino)-5-methoxybenzoic acid, hydrochloride salt Cl.C(C)(C)(C)C=1C=C(C(=C(C1)NC(NC1=CC=C(C2=CC=CC=C12)OC1=CC(=NC=C1)NC=1C=C(C(=O)O)C=C(C1)OC)=O)OC)NS(=O)(=O)C